C(C)(=O)NC1=NN(C(=C1)C(C)N(C)C(C1=CC(=CC(=C1)C(F)(F)F)C(F)(F)F)=O)C1=CC=C(C=N1)C(=O)O 6-[3-acetamido-5-[1-[[3,5-bis(trifluoromethyl)benzoyl]-methyl-amino]ethyl]pyrazol-1-yl]pyridine-3-carboxylic acid